C(C)(C)(C)OC(=O)O[C@@H]1[C@H]([C@H](N(C1)C(=O)OC(C)(C)C)CC1=CC=C(C=C1)OC)OC(CC=1N(C=NC1)COCC[Si](C)(C)C)=O tert-butyl (2R,3S,4S)-4-[(tert-butoxycarbonyl) oxy]-2-[(4-methoxyphenyl)methyl]-3-{[2-(3-{[2-(trimethylsilyl)ethoxy]methyl}imidazol-4-yl)acetyl]oxy}pyrrolidine-1-carboxylate